(S)-N-(5-(3-chlorophenyl)-1,3,4-Oxadiazol-2-yl)-2-(1-cyanopyrrolidin-3-yl)acetamide ethyl-[(5-[1-[4-(trifluoromethyl)phenyl]pyrazol-4-yl]-1H-indol-3-yl)carbamoyl]formate C(C)OC(=O)C(NC1=CNC2=CC=C(C=C12)C=1C=NN(C1)C1=CC=C(C=C1)C(F)(F)F)=O.ClC=1C=C(C=CC1)C1=NN=C(O1)NC(C[C@H]1CN(CC1)C#N)=O